CC=1C=C(C=CC1C)S(=O)(=O)NC=1C=CC=C2C=CC=NC12 3,4-dimethyl-N-(quinolin-8-yl)benzenesulfonamide